C1(CC1)C=1N(C(=C(N1)C=1C=C2CN(C(C2=CC1)=O)C1C(NC(CC1)=O)=O)C=1C=NC=NC1)C 3-(5-(2-cyclopropyl-1-methyl-5-(pyrimidin-5-yl)-1H-imidazol-4-yl)-1-oxoisoindolin-2-yl)piperidine-2,6-dione